4-(3-(1H-pyrazol-1-yl)piperidin-1-yl)-7-(8-chloronaphthalen-1-yl)-8-fluoro-2-((tetrahydro-1H-pyrrolizin-7a(5H)-yl)methoxy)pyrido[4,3-d]pyrimidine N1(N=CC=C1)C1CN(CCC1)C=1C2=C(N=C(N1)OCC13CCCN3CCC1)C(=C(N=C2)C2=CC=CC1=CC=CC(=C21)Cl)F